ethyl 2-{[(tert-butoxy) carbonyl] (methyl) amino}-5-[(2S)-3-{4-[3-(dimethylamino) prop-1-yn-1-yl]-2-fluorophenoxy}-2-methylpropyl]-1,3-thiazole-4-carboxylate C(C)(C)(C)OC(=O)N(C=1SC(=C(N1)C(=O)OCC)C[C@@H](COC1=C(C=C(C=C1)C#CCN(C)C)F)C)C